(2R,4S)-1-acetyl-4-(3-(cyclopropylmethoxy)-4-(difluoromethoxy)phenyl)-N-((3-oxoisoindolin-5-yl)methyl)pyrrolidine-2-carboxamide C(C)(=O)N1[C@H](C[C@H](C1)C1=CC(=C(C=C1)OC(F)F)OCC1CC1)C(=O)NCC=1C=C2C(NCC2=CC1)=O